OC(CN1C=C(C2=CC=CC=C12)C(=O)C=1C=CC=NC1)CO 5-(1-(2,3-dihydroxypropyl)-1H-indole-3-carbonyl)pyridin